FC(S(=O)(=O)[O-])(F)F.OC1=CC=C(C=C1)[S+](C)C 4-hydroxyphenyl-dimethyl-sulfonium trifluoromethanesulfonate